FC1=C(C(=CC(=C1)[N+](=O)[O-])C=1N=NN(N1)C(C1=CC=CC=C1)(C1=CC=CC=C1)C1=CC=CC=C1)C=1C=CC(=NC1)OC(C)C 5-(2-fluoro-4-nitro-6-(2-trityl-2H-tetrazol-5-yl)phenyl)-2-isopropoxypyridine